(4,5-Dichloro-2-((2,5-dichloropyrimidin-4-yl)amino)phenyl)dimethylphosphine oxide ClC1=CC(=C(C=C1Cl)P(C)(C)=O)NC1=NC(=NC=C1Cl)Cl